1-iodo-3-(phenoxymethyl)benzene IC1=CC(=CC=C1)COC1=CC=CC=C1